2-(2-Isopropylphenyl)-8-((4-(5-(trifluoromethyl)pyridin-2-yl)bicyclo[2.2.2]octan-1-yl)methyl)-6H-pyrimido[5,4-b][1,4]oxazin-7(8H)-one C(C)(C)C1=C(C=CC=C1)C=1N=CC=2OCC(N(C2N1)CC12CCC(CC1)(CC2)C2=NC=C(C=C2)C(F)(F)F)=O